O1[C@H]2[C@@H](N(CC1)C1=NC(=C3C(=N1)N(N=C3)C3=C(OCC(=O)O)C=C(C=C3)F)O)CNC2 2-[2-[6-[(4aS,7aR)-3,4a,5,6,7,7a-hexahydro-2H-pyrrolo[3,4-b][1,4]oxazin-4-yl]-4-hydroxy-pyrazolo[3,4-d]pyrimidin-1-yl]-5-fluoro-phenoxy]acetic acid